trans-4-[(2-chlorobenzyl)oxy]cyclohexane-1-carboxylic acid ClC1=C(CO[C@@H]2CC[C@H](CC2)C(=O)O)C=CC=C1